2-(2'-hydroxy-5'-methylphenyl)-5-chlorobenzotriazole OC1=C(C=C(C=C1)C)N1N=C2C(=N1)C=CC(=C2)Cl